(1S,3S)-3-((2-(5-(((4-isopropyl-1,3,5-triazin-2-yl)amino)methyl)-1-methyl-1H-pyrazol-4-yl)-4-methylpyrimidin-5-yl)oxy)cyclohexane-1-carboxylic acid isopropyl ester C(C)(C)OC(=O)[C@@H]1C[C@H](CCC1)OC=1C(=NC(=NC1)C=1C=NN(C1CNC1=NC=NC(=N1)C(C)C)C)C